(R)-4-oxo-4-((2-oxo-1-phenyl-2-(4-(3-(trifluoromethyl)phenyl)piperazin-1-yl)ethyl)amino)butanoic acid-2,2,3,3-d4 O=C(C(C(C(=O)O)([2H])[2H])([2H])[2H])N[C@@H](C(N1CCN(CC1)C1=CC(=CC=C1)C(F)(F)F)=O)C1=CC=CC=C1